3-(5,7-difluoro-4-oxo-6-(3-(trimethylsilyl)prop-1-yn-1-yl)-1,4-dihydroquinolin-2-yl)-4-(methylsulfonyl)benzonitrile FC1=C2C(C=C(NC2=CC(=C1C#CC[Si](C)(C)C)F)C=1C=C(C#N)C=CC1S(=O)(=O)C)=O